N-(4-((7-cyano-2-((4,4-difluoro-4,5,6,7-tetrahydropyrazolo[1,5-a]pyridin-2-yl)amino)-1-methyl-1H-imidazo[4,5-b]pyridin-6-yl)oxy)pyridin-2-yl)acetamide C(#N)C1=C2C(=NC=C1OC1=CC(=NC=C1)NC(C)=O)N=C(N2C)NC2=NN1C(C(CCC1)(F)F)=C2